(R)-1-(3-(1,1-difluoro-2-methoxyethyl)-2-fluorophenyl)ethan-1-amine FC(COC)(F)C=1C(=C(C=CC1)[C@@H](C)N)F